The molecule is a fatty acid ester that is egonol oleate in which the methoxy group at position 7 is replaced by a hydrogen. Isolated from the fruits of Styrax agrestis, it exhibits inhibitory activity against acetylcholinesterase. It has a role as a plant metabolite and an EC 3.1.1.7 (acetylcholinesterase) inhibitor. It is a member of 1-benzofurans, a member of benzodioxoles and a fatty acid ester. It derives from an egonol oleate. It derives from a hydride of a 1-benzofuran. CCCCCCCC/C=C\\CCCCCCCC(=O)OCCCC1=CC2=C(C=C1)OC(=C2)C3=CC4=C(C=C3)OCO4